C(CCC\C=C/C\C=C/C\C=C/C\C=C/CCCCC)(=O)C1=C(C(OC2=CC=CC=C12)=O)C arachidonoyl-methylcoumarin